1-((2S,3S,5R)-5-(5-fluoro-2,4-dioxo-3,4-dihydropyrimidin-1(2H)-yl)-3-hydroxytetrahydrofuran-2-yl)vinyl dihydrogen phosphate P(=O)(OC(=C)[C@H]1O[C@H](C[C@@H]1O)N1C(NC(C(=C1)F)=O)=O)(O)O